FC=1C(=NC=CC1CC=1C(=C(C=NC1)NC1CC2(CN(C2)C)C1)C)NS(NC)(=O)=O N-[5-[[3-fluoro-2-(methylsulfamoylamino)-4-pyridyl]methyl]-4-methyl-3-pyridyl]-2-methyl-2-azaspiro[3.3]heptan-6-amine